3-[2-[4-(8-chloro-6-fluoro-3-hydroxy-4-oxo-chromen-2-yl)phenoxy]ethoxy]cyclobutanecarboxylic acid ClC=1C=C(C=C2C(C(=C(OC12)C1=CC=C(OCCOC2CC(C2)C(=O)O)C=C1)O)=O)F